C(CCCCCCC)C(CCCCCCCC)OC(CCCCCCCOC(=O)[C@H]1N(CC(C1)OC(CCCO)=O)CCCCCC(OCCCCCCCCCCC)=O)=O (2S)-4-(4-hydroxybutyryloxy)-1-(6-oxo-6-undecyloxy-hexyl)pyrrolidine-2-carboxylic acid [8-(1-octylnonyloxy)-8-oxo-octyl] ester